N-(2-bromo-4-(perfluoropropane-2-yl)-6-(difluoromethoxy)phenyl)-2-fluoro-3-(hydroxyamino)benzamide BrC1=C(C(=CC(=C1)C(C(F)(F)F)(C(F)(F)F)F)OC(F)F)NC(C1=C(C(=CC=C1)NO)F)=O